N1=CC(=CC=C1)NC(=O)C1=NC(=NC(=C1)C1=CC(=C(C=C1)Cl)Cl)C 6-(3,4-dichloro-phenyl)-2-methyl-pyrimidine-4-carboxylic acid pyridin-3-ylamide